(5-METHYL-IMIDAZOL-1-YL)-ACETIC ACID CC1=CN=CN1CC(=O)O